C(C)(C)(C)OC(=O)N1C(CC(CC1)C1=CN=C(S1)N)F 4-(2-aminothiazol-5-yl)-2-fluoro-piperidine-1-carboxylic acid tert-butyl ester